5-[1-(5-amino-2-pyridyl)-3-(trifluoromethyl)pyrazol-4-yl]-N-[3-chloro-4-(2,8-diazaspiro[4.5]decane-8-carbonyl)phenyl]-1-methyl-imidazole-2-carboxamide NC=1C=CC(=NC1)N1N=C(C(=C1)C1=CN=C(N1C)C(=O)NC1=CC(=C(C=C1)C(=O)N1CCC2(CCNC2)CC1)Cl)C(F)(F)F